3-(furan-2-yl)aniline tertbutyl-N-[4-carbamoyl-5-[4-[2-[[3-(2,2-dimethylcyclopropyl)isoxazol-5-yl]amino]-2-oxo-ethyl]phenyl]-2-isopropyl-pyrazol-3-yl]carbamate C(C)(C)(C)OC(NC=1N(N=C(C1C(N)=O)C1=CC=C(C=C1)CC(=O)NC1=CC(=NO1)C1C(C1)(C)C)C(C)C)=O.O1C(=CC=C1)C=1C=C(N)C=CC1